3,3,3',3'-tetramethyl-2,2',3,3'-tetrahydro-1,1'-spirobi[indene] CC1(CC2(C3=CC=CC=C13)CC(C1=CC=CC=C12)(C)C)C